C(C=C)(=O)N1C2C(CC(C1)C2)N2N=C(C=1C2=NC=NC1N)C1=CC=C(C(=O)NC2=NC(=CC=C2)C(F)(F)F)C=C1 4-(1-(2-acryloyl-2-azabicyclo[2.2.1]heptan-6-yl)-4-amino-1H-pyrazolo[3,4-d]pyrimidin-3-yl)-N-(6-(trifluoromethyl)pyridin-2-yl)benzamide